4,6-bis(phenyl-d5)-1,3,5-triazine C1(=C(C(=C(C(=C1[2H])[2H])[2H])[2H])[2H])C1=NC=NC(=N1)C1=C(C(=C(C(=C1[2H])[2H])[2H])[2H])[2H]